5-isobutyl-1,3-thiazol C(C(C)C)C1=CN=CS1